3-[3-[(tert-butyldiphenylsilyl)oxy]-2,2-dimethylpropyl]-1-ethyl-2-[2-[(1S)-1-methoxyethyl]pyridin-3-yl]indole-5-carbonitrile [Si](C1=CC=CC=C1)(C1=CC=CC=C1)(C(C)(C)C)OCC(CC1=C(N(C2=CC=C(C=C12)C#N)CC)C=1C(=NC=CC1)[C@H](C)OC)(C)C